2-((5-isobutyl-1-(3-methoxycyclohexyl)-1H-pyrazol-3-yl)amino)-5-(thiophen-2-yl)nicotinate C(C(C)C)C1=CC(=NN1C1CC(CCC1)OC)NC1=C(C(=O)[O-])C=C(C=N1)C=1SC=CC1